NC1=C(C=CC=C1)/C=C/C(=O)OC methyl (E)-3-(2-aminophenyl)acrylate